C(#N)C1=C(C=C(C=C1)NC([C@@](COC1=CC=C(C=C1)C#N)(C)OC(=O)C=1CN(C=CC1)C)=O)C(F)(F)F (S)-3-(((1-((4-cyano-3-(trifluoromethyl)phenyl)amino)-3-(4-cyanophenoxy)-2-methyl-1-oxopropane-2-yl)oxy)carbonyl)-1-methylpyridine